tert-butyl (7-chloro-2-methylthiazolo[5,4-b]pyridin-6-yl)carbamate ClC1=C2C(=NC=C1NC(OC(C)(C)C)=O)SC(=N2)C